ClC1=C(C(=CC=C1Cl)OC)C1CC(NCC1)C(=O)O 4-(2,3-dichloro-6-methoxyphenyl)piperidine-2-carboxylic acid